tert-butyl N-[(2R)-1-[(tert-butyldimethylsilyl)oxy]-3-{7-methyl-4-[(thiophen-2-ylmethyl)amino]thieno[3,2-c]pyridazin-6-yl}propan-2-yl]carbamate [Si](C)(C)(C(C)(C)C)OC[C@@H](CC1=C(C=2N=NC=C(C2S1)NCC=1SC=CC1)C)NC(OC(C)(C)C)=O